C(C)(C)(C)OC(=O)N1C[C@@H]2C([C@@H]2C1)NC(=O)C1=NC(=CC=C1)NC1=CC=CC=C1 (1R,5S,6S)-6-(6-(phenylamino)pyridinecarboxamido)-3-azabicyclo[3.1.0]hexane-3-carboxylic acid tert-butyl ester